2-Amino-4-(3-((3R,4S)-3-(ethyl(methyl)amino)-4-hydroxypyrrolidin-1-yl)-5-fluoro-7,9-dihydrofuro[3,4-f]quinazolin-6-yl)-7-fluorothieno[3,2-c]pyridine-3-carbonitrile NC1=C(C=2C(=NC=C(C2S1)F)C=1C2=C(C=3C=NC(=NC3C1F)N1C[C@H]([C@H](C1)O)N(C)CC)COC2)C#N